iron-cobalt-zinc [Zn].[Co].[Fe]